C(CCCCC)OCCCC normal butyl hexyl ether